4-(2,3-difluorophenyl)-1,2,5,6-tetrahydropyridine-2-carboxamide FC1=C(C=CC=C1F)C1=CC(NCC1)C(=O)N